O1CCC2=C1C=CC(=C2)C(C)NC(=O)C2C(C2)C2=CC(=CC=C2)F 2-(3-fluoro-phenyl)-cyclopropanecarboxylic acid [1-(2,3-dihydro-benzofuran-5-yl)-ethyl]-amide